(R)-1-benzyl-3-(3-chloro-4-fluorophenyl)-1-((1-methoxyisoquinolin-4-yl)methyl)urea C(C1=CC=CC=C1)N(C(=O)NC1=CC(=C(C=C1)F)Cl)CC1=CN=C(C2=CC=CC=C12)OC